NC1=CC(=C(C(=O)NCC2(CCCCCC2)N2CCOCC2)C=C1F)OC 4-Amino-5-fluoro-2-methoxy-N-((1-morpholinocycloheptyl)methyl)benzamid